ClC=1C(=CC=C2C=NN(C12)C)C=C1CC2(CN(C2)C(=O)OC(C)(C)C)C1 tert-butyl 6-[(7-chloro-1-methyl-indazol-6-yl) methylene]-2-azaspiro[3.3]heptane-2-carboxylate